2-isobutyl-5-(3-methylimidazo[1,2-b]pyridazin-6-yl)-7H-pyrrolo[2,3-d]pyrimidine C(C(C)C)C=1N=CC2=C(N1)NC=C2C=2C=CC=1N(N2)C(=CN1)C